COC1=CC=C(C=C1)N1N=C(C(C1=O)C(=O)NC1=CC=CC=C1)C 1-(4-Methoxyphenyl)-3-methyl-5-oxo-N-phenyl-4,5-dihydro-1H-pyrazole-4-carboxamide